C1(CCCC1)N1C(NC(C1)=O)=O 1-cyclopentyl-2,4-imidazolinedione